2,4,6-triphenoxy-1,3,5-Triazine O(C1=CC=CC=C1)C1=NC(=NC(=N1)OC1=CC=CC=C1)OC1=CC=CC=C1